N-hydroxy-methyl-acrylamide ONC(C(=C)C)=O